C(C=C)(=O)N1C(COCC1)C=1C=C(C=C(C1)Cl)C1=CC=C(C=C1)C(=O)N 3'-(4-acryloylmorpholin-3-yl)-5'-chloro-[1,1'-biphenyl]-4-carboxamide